CC1=C(C=CC(=C1)B1OC(C(O1)(C)C)(C)C)C1N(CCOC1)C(=O)OC(C)(C)C tert-butyl 3-(2-methyl-4-(4,4,5,5-tetramethyl-1,3,2-dioxaborolan-2-yl)phenyl)morpholine-4-carboxylate